BrC=1C=CC(=C2C(=C(CC12)F)O[Si](C)(C)C(C)(C)C)Cl [(7-bromo-4-chloro-2-fluoro-1h-inden-3-yl)oxy](tert-butyl)dimethylsilane